C1(CC1)COC=1C=C(C=CC1OC)C1=CC(=C(C(=C1)F)C(CCCC(=O)O)C)F 5-(3'-cyclopropylmethoxy-3,5-difluoro-4'-methoxy-biphenyl-4-yl)-hexanoic acid